CC1C=C2CCCCCCCCCCC(C1)O2 14-METHYL-16-OXABICYCLO[10.3.1]HEXADEC-12-EN